NC1=CC=C(C(=N1)C)CNC(=O)[C@@H]1CCC=2N1C(C(=CN2)NCC2=C(C=CC(=C2)C)F)=O (S)-N-((6-AMINO-2-METHYLPYRIDIN-3-YL)METHYL)-3-((2-FLUORO-5-METHYLBENZYL)AMINO)-4-OXO-4,6,7,8-TETRAHYDROPYRROLO[1,2-A]PYRIMIDINE-6-CARBOXAMIDE